ClC1C(CCC1)(O)CC1=CC=C(C=C1)Cl 2-chloro-1-(4-chlorobenzyl)cyclopentanol